2-(7,7-difluoro-3-azabicyclo[4.1.0]heptane-3-yl)-N-(3-(4,4-difluoropiperidin-1-yl)-4-methoxyphenyl)-4-nitrobenzamide FC1(C2CCN(CC12)C1=C(C(=O)NC2=CC(=C(C=C2)OC)N2CCC(CC2)(F)F)C=CC(=C1)[N+](=O)[O-])F